C(C)(=O)[C@@]1([C@](O)(O[C@@H]([C@]([C@@]1(O)C(C)=O)(O)C(C)=O)C(=O)O)CCCCCCCC)O 2,3,4-triacetyl-1-octyl-β-D-glucuronic acid